C([2H])([2H])([2H])OS(=O)(=O)C1=C(C=CC=C1)[N+](=O)[O-] 2-nitrobenzenesulfonic acid [2H3]Methyl ester